Methyl (S)-4'-(3-(1-((1-methyl-1H-imidazol-2-yl)methyl)pyrrolidin-3-yl)-2-oxo-2,3-dihydro-1H-imidazo[4,5-b]pyridin-1-yl)-[1,1'-biphenyl]-4-carboxylate CN1C(=NC=C1)CN1C[C@H](CC1)N1C(N(C=2C1=NC=CC2)C2=CC=C(C=C2)C2=CC=C(C=C2)C(=O)OC)=O